C(C)(C)NC(O[C@H]1C[C@H](CC1)C1=CC(=NN1)NC(CCC1=C(C(=CC=C1)OCC1=CC=C(C=C1)OC)C1OCCO1)=O)=O (1R,3S)-3-(3-(3-(2-(1,3-dioxolan-2-yl)-3-((4-methoxybenzyl)oxy)phenyl) propanamido)-1H-pyrazol-5-yl)cyclopentyl isopropylcarbamate